1-(2,6,10-trimethylcyclododeca-2,5,9-trien-1-yl)ethanone CC=1C(CCC(=CCCC(=CCC1)C)C)C(C)=O